ClC=1C2=C(N=C(N1)C1=COC=C1)SC(=N2)C 7-chloro-5-(furan-3-yl)-2-methylthiazolo[5,4-d]pyrimidine